5-chloro-7-cyano-6-propoxy-3,4-dihydronaphthalen-1-yl trifluoromethanesulfonate FC(S(=O)(=O)OC1=CCCC2=C(C(=C(C=C12)C#N)OCCC)Cl)(F)F